tert-butyl 6-(3-(4-((tert-butyldiphenylsilyl)oxy)-2,2-dimethylpiperidin-1-yl)-5-methyl-1H-pyrazol-1-yl)-2-azaspiro[3.3]heptane-2-carboxylate [Si](C1=CC=CC=C1)(C1=CC=CC=C1)(C(C)(C)C)OC1CC(N(CC1)C1=NN(C(=C1)C)C1CC2(CN(C2)C(=O)OC(C)(C)C)C1)(C)C